COC(=O)C1N(CCC(C1)N(C)CC1=CC=CC=C1)C(=O)OC(C)(C)C 4-trans-4-[benzyl-(methyl)amino]piperidine-1,2-dicarboxylic acid O1-tert-butyl ester O2-methyl ester